3-(4-(3-(hydroxymethyl)azetidin-1-yl)-3-methyl-2-oxo-2,3-dihydro-1H-benzo[d]imidazol-1-yl)piperidine-2,6-dione OCC1CN(C1)C1=CC=CC=2N(C(N(C21)C)=O)C2C(NC(CC2)=O)=O